1-(7-methoxy-spiro[1,3-benzodioxol-2,4'-tetrahydrothiopyran]-4-yl)ethanone ethyl-(R)-N-(2-(2-(2-amino-2-cyclohexylacetamido)ethoxy)ethyl)-N-(tert-butoxycarbonyl)glycinate C(C)OC(CN(C(=O)OC(C)(C)C)CCOCCNC([C@@H](C1CCCCC1)N)=O)=O.COC1=CC=C(C2=C1OC1(CCSCC1)O2)C(C)=O